N-(4-(N-(cyclopropyl(piperidin-4-yl)methyl)sulfamoyl)-2-methylphenyl)-2-methylbenzamide hydrochloride Cl.C1(CC1)C(NS(=O)(=O)C1=CC(=C(C=C1)NC(C1=C(C=CC=C1)C)=O)C)C1CCNCC1